(2-oxo-5-azabicyclo[2.2.2]oct-5-yl)(6-(7-chloro-5H-pyrrolo[2,3-b]pyrazin-2-yl)-8-((R)-morpholin-3-yl)-3,4-dihydroisoquinolin-2(1H)-yl)methanone O=C1C2CN(C(C1)CC2)C(=O)N2CC1=C(C=C(C=C1CC2)C=2N=C1C(=NC2)NC=C1Cl)[C@H]1NCCOC1